2-(2-(tert-butyl)-4-methoxyphenoxy)-N-(4-hydroxyphenyl)acetamide C(C)(C)(C)C1=C(OCC(=O)NC2=CC=C(C=C2)O)C=CC(=C1)OC